2,3-diethyl-5,6-dimethyl-4-propoxyphenol C(C)C1=C(C(=C(C(=C1CC)OCCC)C)C)O